C(C)(C)(C)NC(C(=O)C1(N(C=CC1C(=O)NC1=CC(=C(C=C1)F)C#N)C)C)=O 2-(tert-butylamino-2-oxoacetyl)-N-(3-cyano-4-fluorophenyl)-1,2-dimethyl-1H-pyrrole-3-carboxamide